1-(4-(7-(3-hydroxynaphthalen-1-yl)-2-((1-methylpyrrolidin-2-yl)methoxy)-5,6,7,8-tetrahydroquinazolin-4-yl)piperazin-1-yl)prop-2-en-1-one OC=1C=C(C2=CC=CC=C2C1)C1CCC=2C(=NC(=NC2C1)OCC1N(CCC1)C)N1CCN(CC1)C(C=C)=O